(2-(3-methoxy-5-(4-methylpiperazine-1-carbonyl)phenylamino)-5-methylpyrimidin-4-ylamino)benzo[d]oxazol-2(3H)-one COC=1C=C(C=C(C1)C(=O)N1CCN(CC1)C)NC1=NC=C(C(=N1)NN1C(OC2=C1C=CC=C2)=O)C